C(C)[C@H]1OC2=C(CN(C1)CC=1C=C(C=CC1C)[C@@H](C(C(=O)OCC1=CC=CC=C1)C)C1=C(C3=C(N(N=N3)CC)C=C1)C)C=NC=C2 (3R)-Benzyl 3-(3-(((R)-2-ethyl-2,3-dihydropyrido[3,4-f][1,4]oxazepin-4(5H)-yl)methyl)-4-methylphenyl)-3-(1-ethyl-4-methyl-1H-benzo[d][1,2,3]triazol-5-yl)-2-methylpropanoate